FC=1C(=C(C=CC1F)C(=O)N1CC(C1)(O)CNCCC1CCOCC1)NC1=C(C=C(C=C1)I)F 1-({3,4-difluoro-2-[(2-fluoro-4-iodophenyl)amino]phenyl}carbonyl)-3-({[2-(tetrahydro-2H-pyran-4-yl)ethyl]amino}methyl)azetidin-3-ol